C(C)C1=NC2=C(N1)C=C(C=C2)C(=O)N2CCC1(CC2)OC(C2=CC(=CC=C2C1)C(C)C)=O (2-ethyl-1H-benzo[d]imidazole-6-carbonyl)-7-isopropylspiro[isochroman-3,4'-piperidin]-1-one